FC1=C(C(=O)Cl)C=CC(=C1)I 2-fluoro-4-iodobenzoyl chloride